(1R,3R,4S,5R)-3,4-bis{[(2E)-3-(3,4-dihydroxyphenyl)prop-2-enyl]oxy}-1,5-dihydroxycyclohexane-1-carboxylic acid methyl ester COC(=O)[C@@]1(C[C@H]([C@H]([C@@H](C1)O)OC\C=C\C1=CC(=C(C=C1)O)O)OC\C=C\C1=CC(=C(C=C1)O)O)O